C(C)(C)N1CCC(CC1)C=1C(=CC(=NC1)C1=NNC(=C1CC(F)(F)F)C=1C=C(C=2N(C1)N=CN2)OC)C 6-(3-(5-(1-isopropylpiperidin-4-yl)-4-methylpyridin-2-yl)-4-(2,2,2-trifluoroethyl)-1H-pyrazol-5-yl)-8-methoxy-[1,2,4]triazolo[1,5-a]pyridine